2-[3-[4-[8-Chloro-7-[(2-methyl-3H-benzimidazol-5-yl)oxy]quinoxalin-2-yl]pyrazol-1-yl]azetidin-1-yl]acetonitrile ClC=1C(=CC=C2N=CC(=NC12)C=1C=NN(C1)C1CN(C1)CC#N)OC1=CC2=C(N=C(N2)C)C=C1